C(C)(=O)NC=1C=C(C=CC1)[C@H](C(=O)NC1=NC=C(C(=C1)C1=C2N(N=C1)CC(C2)(C)C)Cl)C (R)-2-(3-acetylaminophenyl)-N-(5-chloro-4-(5,5-dimethyl-5,6-dihydro-4H-pyrrolo[1,2-b]pyrazol-3-yl)pyridin-2-yl)propionamide